sodium 1,3-propenedisulfonate tert-butyl-2-(3-methyl-6-(trifluoromethyl)pyrazin-2-yl)-2,8-diazaspiro[4.5]decane-8-carboxylate C(C)(C)(C)OC(=O)N1CCC2(CCN(C2)C2=NC(=CN=C2C)C(F)(F)F)CC1.C(=CCS(=O)(=O)[O-])S(=O)(=O)[O-].[Na+].[Na+]